[H-].[Li+].C(CCCC)C1=NC(=CC(=C1)CCCCC)CCCCC 2,4,6-tripentyl-pyridine Lithium hydrid